NC=CCC=1C(NC(NC1)=O)=O 5-(3-aminoallyl)-uracil